NC=1C(=C(C=C2C=C(N=CC12)NC(=O)[C@H]1[C@@H]([C@H]1C)C=1C=NN(C1)CCO)C=1C=NC=CC1C)F (1R,2R,3R)-N-(8-amino-7-fluoro-6-(4-methylpyridin-3-yl)isoquinolin-3-yl)-2-(1-(2-hydroxyethyl)-1H-pyrazol-4-yl)-3-methylcyclopropane-1-carboxamide